allyl hexanoate (allyl hexanoate) C(C=C)C(C(=O)O)CCCC.C(CCCCC)(=O)OCC=C